FC1=C(C=C(C=C1)OCC(C)(C)O)C1=CC(=NC=C1)N1CCC(CC1)C(=O)O 1-[4-[2-fluoro-5-(2-hydroxy-2-methyl-propoxy)phenyl]-2-pyridyl]piperidine-4-carboxylic acid